C(=O)(O)C(CC(=O)O)CC(=O)O.C(C(CC(=O)O)C(=O)O)C(=O)O propane-1,2,3-tricarboxylic acid (β-carboxyglutarate)